1-(2H-benzo[d][1,2,3]triazole-5-yl)ethanone N=1NN=C2C1C=CC(=C2)C(C)=O